CC1=C(C=2CC3=CC=CC=C3S(C2C=C1)(=O)=O)C Dimethylthioxanthene dioxide